N-((1R,2S)-2-Acrylamidocyclopentyl)-4-oxo-5-(5-phenylpyridazin-3-yl)-4,5-dihydro-3H-1-thia-3,5,8-triazaacenaphthylene-2-carboxamide C(C=C)(=O)N[C@@H]1[C@@H](CCC1)NC(=O)C=1SC=2N=CC=C3N(C(NC1C23)=O)C=2N=NC=C(C2)C2=CC=CC=C2